(S)-N-((1r,4S)-4-(1,1-difluoro-3-methoxypropyl)-4-hydroxycyclohexyl)-4-(5-(5-fluoro-2-methoxypyridin-4-yl)-1H-pyrazole-3-carbonyl)-4-azaspiro[2.5]Octane-7-carboxamide FC(CCOC)(F)C1(CCC(CC1)NC(=O)[C@H]1CCN(C2(CC2)C1)C(=O)C1=NNC(=C1)C1=CC(=NC=C1F)OC)O